C(\C=C(/C)\CCC[C@H](C)CCC[C@H](C)CCCC(C)C)(=O)OC[C@@H](OC(\C=C(/C)\CCC[C@H](C)CCC[C@H](C)CCCC(C)C)=O)CO 1,2-diphytoyl-SN-GLYCEROL